(S)-4-((2-acetamidoethyl)(4-(5,6,7,8-tetrahydro-1,8-naphthyridin-2-yl)butyl)amino)-2-aminobutanoic acid C(C)(=O)NCCN(CC[C@@H](C(=O)O)N)CCCCC1=NC=2NCCCC2C=C1